cis-2-[4-(cyclopentylamino)-phenyl]-1-(2-fluoro-6-methyl-benzoyl)-2,3,4,4a,5,6,7,7a-octahydrocyclopenta[b]pyridine-3-carboxylic acid C1(CCCC1)NC1=CC=C(C=C1)C1C(CC2C(N1C(C1=C(C=CC=C1C)F)=O)CCC2)C(=O)O